BrC1=NC(=CC(=C1)O)C1(COCCC1)OC 2-bromo-6-(3-methoxytetrahydro-2H-pyran-3-yl)pyridin-4-ol